1-(4-(2-(4-chlorophenyl)-but-3-yn-2-yl)thiazol-2-yl)-3-(2-hydroxy-2-meth-ylpropyl)urea ClC1=CC=C(C=C1)C(C)(C#C)C=1N=C(SC1)NC(=O)NCC(C)(C)O